C1(CC1)C=1N=C2N(N=C(C=C2NC)NC2=CC(=CC=C2)C2=NC=C(C=C2)C=O)C1C(=O)N cyclopropyl-6-{[3-(5-formylpyridin-2-yl)phenyl]amino}-8-(methylamino)imidazo[1,2-b]pyridazine-3-carboxamide